Cl.N[C@H](C(=O)OC)CCCC(=O)OC 1,6-dimethyl (2S)-2-aminohexanedioate hydrochloride